N-(3-(2-cyanopyridin-4-ylamino)phenyl)-3-(6-fluoroquinolin-4-ylamino)benzamide C(#N)C1=NC=CC(=C1)NC=1C=C(C=CC1)NC(C1=CC(=CC=C1)NC1=CC=NC2=CC=C(C=C12)F)=O